C1(CCCC1)C(=O)C=1C=C(C(=O)O)C=CC1 3-(cyclopentanecarbonyl)benzoic acid